BrC1=CC=C(C=C1)C1CC(=NN1C=1SC=C(N1)C)C1=CC=C(C=C1)C 2-(5-(4-bromophenyl)-3-(4-methylphenyl)-4,5-dihydro-1H-pyrazol-1-yl)-4-methylthiazole